5-(2-(Dimethylamino)ethoxy)-N-((1s,4s)-4-((7-morpholino-1,6-naphthyridin-5-yl)oxy)cyclohexyl)pyrimidin-2-amine CN(CCOC=1C=NC(=NC1)NC1CCC(CC1)OC1=C2C=CC=NC2=CC(=N1)N1CCOCC1)C